C12C(C(C(C=C1)C2)C(=O)OC(C)C)C(=O)OC(C)C diisopropyl 5-norbornene-2,3-dicarboxylate